(2-((2R,3R,4S,5S,6R)-3,4-diacetoxy-5-(benzyloxy)-6-(4-nitrophenoxy)tetrahydro-2H-pyran-2-yl)-1,1-difluoroethyl)phosphonic acid C(C)(=O)O[C@@H]1[C@H](O[C@@H]([C@H]([C@H]1OC(C)=O)OCC1=CC=CC=C1)OC1=CC=C(C=C1)[N+](=O)[O-])CC(F)(F)P(O)(O)=O